N,N,N',N'-tetramethyl-1-(3-oxido-2,3-dihydrotriazolo[4,5-b]pyridin-3-ium-1-yl)methanediamine CN(C(N(C)C)N1N[NH+](C2=NC=CC=C21)[O-])C